C(C)OC1=NC=C(C(=N1)C(F)(F)F)C(=O)NC1=C(C=CC(=C1)N1N=NC(=C1)C(NCCCN1CCOCC1)=O)N1CCN(CC1)C 2-ethoxy-N-(2-(4-methylpiperazin-1-yl)-5-(4-((3-morpholinopropyl)carbamoyl)-1H-1,2,3-triazol-1-yl)phenyl)-4-(trifluoromethyl)pyrimidine-5-carboxamide